pyridazine-4-carboxylic acid amide N1=NC=C(C=C1)C(=O)N